2-(4-(4-((4-(1-Ethyl-3-(pyridin-3-yl)-1H-pyrazol-4-yl)pyrimidin-2-yl)amino)phenyl)piperazin-1-yl)-2-oxoethyl acetate C(C)(=O)OCC(=O)N1CCN(CC1)C1=CC=C(C=C1)NC1=NC=CC(=N1)C=1C(=NN(C1)CC)C=1C=NC=CC1